2-(2-quinolinyl)-1H-indene-1,3(2H)-dione N1=C(C=CC2=CC=CC=C12)C1C(C2=CC=CC=C2C1=O)=O